O=C1N(CCC1CC1=CC=C(C(=O)O)C=C1)C1=CC=C(C=C1)C1=CC=NC=C1 4-((2-oxo-1-(4-(pyridin-4-yl)phenyl)pyrrolidin-3-yl)methyl)benzoic acid